(R)-4-(Piperidin-3-yl)-1H-pyrrolo[3,2-c]pyridine-7-carboxamide hydrochloride Cl.N1C[C@@H](CCC1)C1=NC=C(C2=C1C=CN2)C(=O)N